phenyl-hydroxyundecenoic acid C1(=CC=CC=C1)C(=C(C(=O)O)O)CCCCCCCC